The molecule is a member of the class of 2-benzofurans that is 6,7-dihydro-2-benzofuran-4(5H)-one that is substituted at positions 5 and 6 by hydroxy groups, at position 5 by a methyl group and at position 1 by a (2E,4E,6S)-4,6-dimethylocta-2,4-dienoyl group (the 5S,6R-diastereoisomer). A polyketide that was first obtained from the fungus Aspergillus nidulans by using a genomic mining approach. It has a role as an antineoplastic agent and a fungal metabolite. It is a member of 2-benzofurans, a tertiary alcohol, a secondary alcohol, a cyclic ketone, a diol, a polyketide and a tertiary alpha-hydroxy ketone. CC[C@H](C)/C=C(\\C)/C=C/C(=O)C1=C2C[C@H]([C@](C(=O)C2=CO1)(C)O)O